C1CC1CN2CC[C@]34[C@@H]5C(=O)CC[C@]3([C@H]2CC6=C4C(=C(C=C6)O)O5)O (4R,4aS,7aR,12bS)-3-(cyclopropylmethyl)-4a,9-dihydroxy-2,4,5,6,7a,13-hexahydro-1H-4,12-methanobenzofuro[3,2-e]isoquinoline-7-one